FCCN1C=CC=2C1=NC=CC2C=O (1-(2-fluoroethyl)-1H-pyrrolo[2,3-b]pyridin-4-yl)methanone